(S)-4-(5-(2-oxo-3-(pyrrolidin-3-yl)-2,3-dihydro-1H-imidazo[4,5-b]pyridin-1-yl)pyridin-2-yl)benzoic acid methyl ester hydrochloride Cl.COC(C1=CC=C(C=C1)C1=NC=C(C=C1)N1C(N(C2=NC=CC=C21)[C@@H]2CNCC2)=O)=O